2-Chloro-5-methyl-4-(1H-pyrazol-4-yl)pyrimidine ClC1=NC=C(C(=N1)C=1C=NNC1)C